C(C)C1=C(C=C(C(=C1)OC(C)(C)C)C)O 2-ethyl-5-methyl-4-tert-butoxyphenol